7-[(7S)-7-amino-5-azaspiro[2.4]hept-5-yl]-8-chloro-6-fluoro-1-[(1R,2S)-2-fluorocyclopropyl]4-oxoquinoline-3-carboxylic acid N[C@@H]1CN(CC12CC2)C2=C(C=C1C(C(=CN(C1=C2Cl)[C@H]2[C@H](C2)F)C(=O)O)=O)F